tert-butyl ((5-bromo-3-chloropyridin-2-yl)methyl)carbamate BrC=1C=C(C(=NC1)CNC(OC(C)(C)C)=O)Cl